N(C1=CC=CC=C1)C1=CC(=CC(=C1)NC1=CC=CC=C1)NC1=CC=CC=C1 1,3,5-tri(anilino)benzene